BrC=1C=C(C=C(C1C1(C(C(=C(C2=CC=CC=C12)N)\N=N\[H])N)S(=O)(=O)O)Br)C1=CC(=C(C(=C1)Br)C1(C(C(=C(C2=CC=CC=C12)N)\N=N\[H])N)S(=O)(=O)O)Br 1,1'-(3,3',5,5'-tetrabromo[1,1'-biphenyl]-4,4'-diyl)bis{2,4-diamino-3-[(E)-diazenyl]naphthalene-1-sulfonic acid}